ClC1=NC=CC(=C1C=O)N(C(CC)=O)C(CC)=O N-(2-chloro-3-formylpyridin-4-yl)-N-propionylpropionamide